FC=1C(=C(C(=NC1)OC)OC)C1=C(C=NC(=C1)C)C(=O)NC=1SC(=NN1)OC[Si](C)(C)C 5'-Fluoro-2',3'-dimethoxy-6-methyl-N-(5-((trimethylsilyl)methoxy)-1,3,4-thiadiazol-2-yl)-[4,4'-bipyridine]-3-carboxamide